methyl 8,11-difluoro-5,6-dihydrobenzo[f]imidazo[1,5-d][1,4]oxazepine-10-carboxylate FC1=CC(=C(C=2C=3N(CCOC21)C=NC3)F)C(=O)OC